(3R,4R)-3-Fluoro-4-(2-ketoethyl)piperidine-1-carboxylic acid tert-butyl ester C(C)(C)(C)OC(=O)N1C[C@@H]([C@H](CC1)CC=O)F